3,5-dibromo-4-tetrahydropyranyl ether BrC1COCC(C1OC1C(COCC1Br)Br)Br